4-(3-(4-(N-(3-(5-chloro-1H-indol-3-yl)propyl)sulfamoyl)phenoxy)propyl)-2-methylpiperazine-1-carboxylic acid tert-butyl ester C(C)(C)(C)OC(=O)N1C(CN(CC1)CCCOC1=CC=C(C=C1)S(NCCCC1=CNC2=CC=C(C=C12)Cl)(=O)=O)C